N-o-tolyl-N'-(α-methyl-benzylidene)p-phenylenediamine C1(=C(C=CC=C1)NC1=CC=C(C=C1)N=C(C1=CC=CC=C1)C)C